2-methyl-2-(5-(5-(3-methyl-pyrazin-2-yl)-1,2,4-oxadiazol-3-yl)-1H-benzo[d][1,2,3]triazol-1-yl)propan-1-ol CC(CO)(C)N1N=NC2=C1C=CC(=C2)C2=NOC(=N2)C2=NC=CN=C2C